C[N+](CCCOC)(CC)C N,N-dimethyl-N-ethyl-N-(3-methoxypropyl)ammonium